N-(4-bromo-2,5-difluorophenyl)-6-chloro-1-benzofuran-3-sulfonamide BrC1=CC(=C(C=C1F)NS(=O)(=O)C1=COC2=C1C=CC(=C2)Cl)F